bis(2,4,6-trimethylphenyl)iodonium triflate [O-]S(=O)(=O)C(F)(F)F.CC1=C(C(=CC(=C1)C)C)[I+]C1=C(C=C(C=C1C)C)C